(2R,3S,4R,5R)-2-(2-(2-Amino-3-bromochinolin-7-yl)ethyl)-5-(4-methyl-7H-pyrrolo[2,3-d]pyrimidin-7-yl)tetrahydrothiophen-3,4-diol NC1=NC2=CC(=CC=C2C=C1Br)CC[C@H]1S[C@H]([C@@H]([C@@H]1O)O)N1C=CC2=C1N=CN=C2C